(2R)-4-[4-fluoro-3-(prop-1-en-2-yl)phenyl]-2-methylmorpholine FC1=C(C=C(C=C1)N1C[C@H](OCC1)C)C(=C)C